(1S,2S)-N-[3-(3,5-dimethoxypyridazin-4-yl)-1H-pyrrolo[2,3-b]pyridin-6-yl]-2-fluorocyclopropane-1-carboxamide COC=1N=NC=C(C1C1=CNC2=NC(=CC=C21)NC(=O)[C@H]2[C@H](C2)F)OC